C(C)C1=NC=C(C(=C1)C1=C(C=NC(=C1)C)C(=O)O)OC 2'-ethyl-5'-methoxy-6-methyl-(4,4'-bipyridine)-3-carboxylic Acid